C(CCCCCCC\C=C/CCCCCCCC)(=O)[O-].[Mn+2].C(CCCCCCC\C=C/CCCCCCCC)(=O)[O-] manganese (oleate)